methyl 3-iodoadamantanecarboxylate IC12CC3(CC(CC(C1)C3)C2)C(=O)OC